C1(CC1)C1=NOC(=N1)\C(\C#N)=C(\CC)/C (E)-2-(3-cyclopropyl-1,2,4-oxadiazol-5-yl)-3-methylpent-2-enenitrile